2-[(3R,6E,10E)-3-hydroxy-3,7,11,15-tetramethylhexadeca-6,10,14-trien-1-yl]-3,5,6-trimethylcyclohexa-2,5-diene-1,4-dione O[C@@](CCC=1C(C(=C(C(C1C)=O)C)C)=O)(CC\C=C(\CC\C=C(\CCC=C(C)C)/C)/C)C